2-(((7-cyano-4-(4-(1,1-difluoroethyl)phenyl)benzo[d]thiazol-6-yl)amino)methyl)acrylic acid C(#N)C1=C(C=C(C=2N=CSC21)C2=CC=C(C=C2)C(C)(F)F)NCC(C(=O)O)=C